4-cyclopropyl-N-((2-ethynylphenyl)carbamoyl)-2-fluorobenzamide C1(CC1)C1=CC(=C(C(=O)NC(NC2=C(C=CC=C2)C#C)=O)C=C1)F